CN(S(=O)(=O)N1C(=NC=2C1=NC(=CC2)C2(C=NC(O2)C(C)(C)C)C2=CC=C(C=C2)F)N)C 2-amino-5-(2-tert-butyl-5-(4-fluorophenyl)oxazol-5-yl)imidazo[4,5-b]pyridine-3-sulfonic acid dimethylamide